BrC=1C=C(C(=NC1)OC1=CC=C(C=C1)C1=CN=CC(=N1)CC(=O)O)F 2-(6-(4-((5-bromo-3-fluoropyridin-2-yl)oxy)phenyl)pyrazin-2-yl)acetic acid